3-(7'-(2,6-dioxopiperidin-3-yl)-6',8'-dioxo-4',6',7',8'-tetrahydro-2'H-spiro[piperidine-4,3'-pyrano[2,3-f]isoindol]-1-yl)azetidine-1-carboxylic acid tert-butyl ester C(C)(C)(C)OC(=O)N1CC(C1)N1CCC2(CC=3C(=CC=4C(N(C(C4C3)=O)C3C(NC(CC3)=O)=O)=O)OC2)CC1